I[Mg]C=1C=NC(=NC1)N1CCN(CC1)C=1C=NN2C1C=CC(=C2)C=2C=NN(C2)C 5-(iodomagnesio)-2-{4-[6-(1-methylpyrazol-4-yl)pyrazolo[1,5-a]pyridin-3-yl]piperazin-1-yl}pyrimidine